1-(3-(4-fluorophenyl)-7-methyl-2-(1H-1,2,4-triazol-1-yl)quinolin-5-yl)ethan-1-one FC1=CC=C(C=C1)C=1C(=NC2=CC(=CC(=C2C1)C(C)=O)C)N1N=CN=C1